C(C)(=O)ON=C(CCC1CCCC1)C=1C(=CC=2NC3=CC=CC=C3C2C1)SC1=NC=CC=N1 3-cyclopentyl-1-[2-(2-pyrimidylthio)-9H-carbazol-3-yl]-1-propanone 1-(O-acetyloxime)